C(C1=CC=CC=C1)C(C(=O)NC=1C(=NC2=C(C=CC=C2C1)F)C)(CC(=C)Cl)C 2-benzyl-4-chloro-N-(8-fluoro-2-methyl-3-quinolinyl)-2-methyl-pent-4-enamide